1-((1S,4S)-5-(4-((3-chloro-2-fluoro-4-((1-fluorocyclobutyl)methoxy)phenyl)amino)pyrido[3,2-d]pyrimidin-6-yl)-2,5-diazabicyclo[2.2.1]heptan-2-yl)prop-2-en-1-one ClC=1C(=C(C=CC1OCC1(CCC1)F)NC=1C2=C(N=CN1)C=CC(=N2)N2[C@@H]1CN([C@H](C2)C1)C(C=C)=O)F